(E)-7-(3-(4-hydroxy-3,5-dimethoxybenzylidene)-2,5-dioxopyrrolidinyl)heptanoate OC1=C(C=C(\C=C/2\C(N(C(C2)=O)CCCCCCC(=O)[O-])=O)C=C1OC)OC